C(C#C)OCCC(=O)OC(C)(C)C tert-butyl 3-(prop-2-yn-1-yloxy)propanoate